CC1=C(C(=NC(=C1)N1CCOCC1)C)C=1C(=CC2=C(OCCC3=C2SC=C3)C1)C(NC1=C(C=C(C=C1)CN)C)=O methyl-3-(9-((4-(aminomethyl)-2-methylphenyl)carbamoyl)-4,5-dihydrobenzo[b]thieno[2,3-d]oxepin-8-yl)-6-morpholinopicolin